4-methylsulfonyloxypyrrole-1-carboxylic acid tert-butyl ester C(C)(C)(C)OC(=O)N1C=CC(=C1)OS(=O)(=O)C